tert-butyl 1-[2-[[2-(2,6-dioxo-3-piperidyl)-1,3-dioxo-isoindolin-4-yl]amino]acetyl]piperidine-4-carboxylate O=C1NC(CCC1N1C(C2=CC=CC(=C2C1=O)NCC(=O)N1CCC(CC1)C(=O)OC(C)(C)C)=O)=O